N[C@@H]1CC(N(C1)C1=CC(=C(C(=C1)F)C1C(N(C(CC1)=O)CO)=O)F)=O 3-(4-((R)-4-amino-2-oxopyrrolidin-1-yl)-2,6-difluorophenyl)-1-(hydroxymethyl)piperidine-2,6-dione